(4-(3-hydroxyoxetan-3-yl)phenyl)(4-(3-(2-methoxyethoxy)-4-(trifluoromethyl)phenoxy)piperidin-1-yl)methanone OC1(COC1)C1=CC=C(C=C1)C(=O)N1CCC(CC1)OC1=CC(=C(C=C1)C(F)(F)F)OCCOC